(S)-5-(1-(1,1-difluoropropan-2-yl)-1H-benzo[d][1,2,3]triazol-6-yl)-4-methoxy-N-(1-(oxetan-3-yl)piperidin-4-yl)pyrrolo[2,1-f][1,2,4]triazin-2-amine FC([C@H](C)N1N=NC2=C1C=C(C=C2)C=2C=CN1N=C(N=C(C12)OC)NC1CCN(CC1)C1COC1)F